lauric acid 1-dimethylamino-3-butyl ester CN(CCC(C)OC(CCCCCCCCCCC)=O)C